1-[2-(azetidin-1-yl)ethyl]-6-(o-tolyl)-3H-imidazo[4,5-b]Pyridine N1(CCC1)CCN1CNC2=NC=C(C=C21)C2=C(C=CC=C2)C